C1(=CC=CC=C1)NC(NC1=C(C=CC=C1)NS(=O)(=O)C1=CC=CC=C1)=O N-[2-(3-Phenylureido)phenyl]-benzenesulfonamid